(R)-N-(2-chloro-3-((3,4-dihydro-2H-pyrimido[1,2-c]quinazolin-10-yl)oxy)phenyl)-3-fluoropyrrolidine-1-sulfonamide ClC1=C(C=CC=C1OC1=CC=2C=3N(C=NC2C=C1)CCCN3)NS(=O)(=O)N3C[C@@H](CC3)F